O=C[C@H](O)[C@@H](O)[C@H](O)C(=O)O D-xyluronic acid